3-{4-[trans-4-Amino-3-methoxypiperidin-1-yl]-3-(3,5-difluorophenyl)chinolin-6-yl}benzonitril N[C@H]1[C@@H](CN(CC1)C1=C(C=NC2=CC=C(C=C12)C=1C=C(C#N)C=CC1)C1=CC(=CC(=C1)F)F)OC